CNC(=O)C=1C=C(C=CC1)CC(=O)O (3-(methylcarbamoyl)phenyl)acetic acid